OC1(CN(C1)C(=O)OCCCC)CNC=1C=C2C(N(CC2=C(C1)C)C1CCC(CC1)C(NC1=CC(=C(C=C1)C)OC)=O)=O butyl 3-hydroxy-3-(((2-((1s,4s)-4-((3-methoxy-4-methylphenyl)carbamoyl)cyclohexyl)-7-methyl-3-oxoisoindolin-5-yl)amino)methyl)azetidine-1-carboxylate